C(CC)C1=CC(NC=N1)=O 6-propyl-3,4-dihydropyrimidin-4-one